C[C@H]1CC2(OCC(CO2)CN2CCCC2)CCN1C(=O)[C@H](CC(C)C)N1C([C@@H](N(CC1)C)CC(C)C)=O (S)-1-[(S)-1-({(S)-8-Methyl-3-[(1-pyrrolidinyl)methyl]-1,5-dioxa-9-aza-9-spiro[5.5]undecyl}carbonyl)-3-methylbutyl]-3-isobutyl-4-methyl-2-piperazinone